C(C1=CC=CC=C1)NC1=C(C=C(C=C1)S(=O)(=O)NC)Br 4-(benzylamino)-3-bromo-N-methyl-benzenesulfonamide